CN1C(=NC2=C(C=C(C=C2C1=O)C)C(C)NC1=C(C=CC=C1)N1C=NN=C1)N1CCOCC1 3,6-dimethyl-2-morpholino-8-[1-[2-(1,2,4-triazol-4-yl)anilino]ethyl]quinazolin-4-one